2-(2'-hydroxy-5'-t-butylphenyl)-3-chlorobenzotriazole OC1=C(C=C(C=C1)C(C)(C)C)N1N(C2=C(N1)C=CC=C2)Cl